NC(CO)(C)C.C(=CCCCCCCCCCC)C(C(=O)O)CC(=O)O dodecenyl-succinic acid 2-amino-2-methyl-1-propanol salt